tert-Butyl ((1S,2S,4S)-2-(dimethylamino)-4-(3-(trifluoromethyl)phenyl)cyclohexyl)-carbamate CN([C@@H]1[C@H](CC[C@@H](C1)C1=CC(=CC=C1)C(F)(F)F)NC(OC(C)(C)C)=O)C